(L)-homoserine N[C@@H](CCO)C(=O)O